NC=1C=2N(C=CN1)C(=CN2)C(C2=C(C=NC(=C2)C2=CC(=C(C=C2)OC)F)N2CC(CCC2)(C(NC)=O)NC(OC(C)(C)C)=O)O tert-butyl (1-(4-((8-aminoimidazo[1,2-a]pyrazin-3-yl)(hydroxy)methyl)-6-(3-fluoro-4-methoxyphenyl)pyridin-3-yl)-3-(methylcarbamoyl)piperidin-3-yl)carbamate